tert-butyl N-tert-butoxycarbonyl-N-(4,6-dichloro-5-ethyl-pyrimidin-2-yl)carbamate C(C)(C)(C)OC(=O)N(C(OC(C)(C)C)=O)C1=NC(=C(C(=N1)Cl)CC)Cl